C(C)(C)(C)OC(=O)NC1(CC2=CC(=CC=C2CC1)OC1=C(C=CC=C1)C1=C(C(=CC=C1)F)F)C(=O)OC methyl 2-((tert-butoxycarbonyl) amino)-7-((2',3'-difluoro-[1,1'-biphenyl]-2-yl) oxy)-1,2,3,4-tetrahydronaphthalene-2-carboxylate